tert-butyl 4-[5-(2-oxoethyl)-1-[4-(trifluoromethoxy)phenyl] pyrazol-3-yl]piperazine-1-carboxylate O=CCC1=CC(=NN1C1=CC=C(C=C1)OC(F)(F)F)N1CCN(CC1)C(=O)OC(C)(C)C